2,2''-bis[{4-(naphthalen-1-yl)phenyl}-phenylamino]-1,1':3',1''-terphenyl C1(=CC=CC2=CC=CC=C12)C1=CC=C(C=C1)N(C1=C(C=CC=C1)C1=CC(=CC=C1)C1=C(C=CC=C1)N(C1=CC=CC=C1)C1=CC=C(C=C1)C1=CC=CC2=CC=CC=C12)C1=CC=CC=C1